(S)-N-(4-cyclobutyl-5-(4-(2-hydroxypropan-2-yl)phenyl)-1-methyl-1H-pyrazol-3-yl)-2-(2,2,3,3-tetrafluorocyclobutyl)acetamide C1(CCC1)C=1C(=NN(C1C1=CC=C(C=C1)C(C)(C)O)C)NC(C[C@@H]1C(C(C1)(F)F)(F)F)=O